CN1CCN(CCN(CC1)C)C trimethyl-1,4,7-triazacyclononane